OC1=C(OC=CC1=O)\C=C\C1=CC=C(C=C1)OC (E)-3-hydroxy-2-(4-methoxystyryl)-4H-pyran-4-one